ClC=1C=CC=NC1N1N=CC=N1 5-chloro-6-(2H-1,2,3-triAzol-2-yl)pyridine